O=C1N(C=CC=C1)C1=NC=CC=C1 2-oxo-2H-[1,2'-bipyridyl]